(5-((2,4-dimethoxybenzyl)amino)-7-methoxy-[1,2,4]triazolo[1,5-c]quinazolin-2-yl)methanol COC1=C(CNC2=NC=3C(=CC=CC3C=3N2N=C(N3)CO)OC)C=CC(=C1)OC